(R)-2-butyl-N-(2,4-dimethoxybenzyl)-1,2,3,5-tetrahydro-[1,4]oxaazepino[6,5-c][1,5]naphthyridine-6-amine C(CCC)[C@@H]1COCC=2C(=NC=3C=CC=NC3C2N1)NCC1=C(C=C(C=C1)OC)OC